N1(CCC1)C1=CC=C2C3(CC=4C(=NOC4C2=C1)NS(=O)(=O)C1=C(C=C(C(=O)N2CCN(C4CC4C2)C(=O)OC(C)(C)C)C=C1OC)OC)CC3 tert-butyl 5-(4-(N-(8'-(azetidin-1-yl)-4'H-spiro[cyclopropane-1,5'-naphtho[2,1-d]isoxazol]-3'-yl)sulfamoyl)-3,5-dimethoxybenzoyl)-2,5-diazabicyclo[5.1.0]octane-2-carboxylate